C(C1=CC=CC=C1)O[C@H]1[C@@H](O[C@@H]([C@H]([C@@H]1OCC1=CC=C(C=C1)OC)OCC1=CC=CC=C1)CO)O[C@H]1[C@@H]([C@H]([C@H](OCC2=CC=CC=C2)O[C@@H]1COCC1=CC=CC=C1)NC(C)=O)OCC1=CC=CC=C1 Benzyl 2,4-di-O-benzyl-3-O-p-methoxybenzyl-β-D-glucopyranosyl-(1→4)-2-acetamido-3,6-di-O-benzyl-2-deoxy-β-D-glucopyranoside